C(CCCCCCCC=CCCCCCCCC(=O)O)(=O)O 9-octadecenedioic acid